OCC=1N=NN(C1)CC(=O)NC1=CC=C(CCNC(OC(C)(C)C)=O)C=C1 tert-butyl (4-(2-(4-(hydroxymethyl)-1H-1,2,3-triazol-1-yl)acetamido)phenethyl)carbamate